CC1C(CNC1)N1CCOCC1 4-(4-methylpyrrolidin-3-yl)morpholine